ClC1=CC(=C(C=C1)C=1N=CC(=NC1)N([C@@H]1[C@@H]([C@H]2CC[C@@H](C1)N2C(=O)OC(C)(C)C)F)C2CC2)OCOC tert-butyl (1R,2S,3S,5S)-3-((5-(4-chloro-2-(methoxymethoxy)phenyl)pyrazin-2-yl) (cyclopropyl)amino)-2-fluoro-8-azabicyclo[3.2.1]octane-8-carboxylate